C(C1CO1)OCCC[Si](O)(C)C 3-glycidoxypropyldimethyl-hydroxysilane